C1(CC1)C1=CC(=NN1)NC1=NC(=CN=C1)O[C@@H](C)C1=CC=CC=C1 (S)-N-(5-cyclopropyl-1H-pyrazol-3-yl)-6-(1-phenylethoxy)pyrazin-2-amine